COC(CN(CCC(C(=O)O)NC(CC1(CC1)C)=O)CCCCC1=NC=2NCCCC2C=C1)C 4-[[2-methoxypropyl]-[4-(5,6,7,8-tetrahydro-1,8-naphthyridin-2-yl)butyl]amino]-2-[[2-(1-methylcyclopropyl)acetyl]amino]butanoic acid